O=C1NC(CCC1N1C(N(C2=C1C=CC=C2N2CCC(CC2)CC(=O)O)C)=O)=O 2-[1-[1-(2,6-dioxo-3-piperidyl)-3-methyl-2-oxo-benzimidazol-4-yl]-4-piperidyl]acetic acid